[N+](=O)([O-])C1=C(C=CC=C1)S(=O)(=O)N Mono-2-nitrobenzenesulfonamide